tert-butyl 4-[7-({8-fluoro-2-methylimidazo[1,2-a]pyridin-6-yl}carbamoyl)-2-methyl-1,2,3-benzotriazol-4-yl]piperazine-1-carboxylate FC=1C=2N(C=C(C1)NC(=O)C1=CC=C(C=3C1=NN(N3)C)N3CCN(CC3)C(=O)OC(C)(C)C)C=C(N2)C